N-phenyl-N'-(3-methacryloxy-2-hydroxypropyl)-p-phenylenediamine C1(=CC=CC=C1)NC1=CC=C(C=C1)NCC(COC(C(=C)C)=O)O